methyl 4-(5-[3-[(1S)-1-[(4-methyl-4H-1,2,4-triazol-3-yl)sulfanyl]ethyl]phenyl]-1,2-oxazol-3-yl)benzoate CN1C(=NN=C1)S[C@@H](C)C=1C=C(C=CC1)C1=CC(=NO1)C1=CC=C(C(=O)OC)C=C1